C(C)(C)(C)[S@](=O)NC(CC[C@H]1CC(N(C1)C(=O)OC(C)(C)C)(C)C)C1=NC=CC=C1 tert-Butyl (4S)-4-[3-[[(S)-tert-butylsulfinyl]amino]3-(2-pyridyl)propyl]-2,2-dimethyl-pyrrolidine-1-carboxylate